tert-butyl (2R,5S)-4-(2-(but-2-yn-1-yl)-5-methyl-6-oxo-5,6-dihydroimidazo[1,2-b]pyridazin-8-yl)-2-ethyl-5-methylpiperazine-1-carboxylate C(C#CC)C=1N=C2N(N(C(C=C2N2C[C@H](N(C[C@@H]2C)C(=O)OC(C)(C)C)CC)=O)C)C1